6-chloro-(thiazolo[4,5-B]pyridin) ClC=1C=C2C(=NC1)N=CS2